2,5-Dioxopyrrolidin-1-yl N-[4-(11,12-didehydrodibenzo[b,f]azocin-5(6H)-yl)-4-oxobutanoyl]glycylglycyl-L-phenylalaninate C1=CC=CC=2N(CC3=C(C#CC21)C=CC=C3)C(CCC(=O)NCC(=O)NCC(=O)N[C@@H](CC3=CC=CC=C3)C(=O)ON3C(CCC3=O)=O)=O